C1=CC(=CC=C1C(F)(F)F)N p-aminobenzotrifluoride